C(CC)(=O)C1=CC=C(OCCCCC(=O)NC2=C(C(=O)NC=3C=C(C(=O)O)C=CC3)C=CC=C2)C=C1 3-(2-(5-(4-propionylphenoxy)pentanoylamino)benzoylamino)benzoic acid